N1=CC=C(C=C1)[C@H](CCO)O (S)-1-(4-pyridinyl)-1,3-propanediol